(1s,4s)-4-((4-(2-(2-aminopyridin-3-yl)-5-phenyl-3H-imidazo[4,5-b]pyridin-3-yl)benzyl)(2,2,2-trifluoroethyl)amino)cyclohexane-1-carboxylic acid NC1=NC=CC=C1C1=NC=2C(=NC(=CC2)C2=CC=CC=C2)N1C1=CC=C(CN(C2CCC(CC2)C(=O)O)CC(F)(F)F)C=C1